O=C1NC(CCC1N1C(C2=CC=CC=C2C1=O)=O)=O 2-(2,6-DIOXOPIPERIDIN-3-YL)-1,3-DIOXO-2,3-DIHYDRO-1H-ISOINDOL